FC1=C2CN(C(C2=CC=C1CO)=O)C1CNCCC1 3-(4-fluoro-5-(hydroxymethyl)-1-oxoisoindoline-2-yl)piperidine